ClC=1C(=CC(=C(C1)S(=O)(=O)N(C=1SC=CN1)CC1=C(C=C(C=C1)OC)OC)F)N[C@@H](C)C1=C(C=CC=C1)F (S)-5-chloro-N-(2,4-dimethoxybenzyl)-2-fluoro-4-((1-(2-fluorophenyl)ethyl)amino)-N-(thiazol-2-yl)benzenesulfonamide